NCC1=NNC(C2=CC=C(C=C12)N1CCOCC1)=O 4-(aminomethyl)-6-morpholino-2H-phthalazin-1-one